methacryloyloxymethyl-disilazane C(C(=C)C)(=O)OC[SiH2]N[SiH3]